OCC=1N=CN(C1)S(=O)(=O)N(C)C 4-(hydroxymethyl)-N,N-dimethyl-1H-imidazole-1-sulfonamide